N[C@H]1CS(C2=C(N(C1=O)CC1=CC=C(C=C1)Cl)C=C(C(=C2)F)C=2OC(=NN2)C(CN2CCCCC2)(C)C)(=O)=O (3R)-3-amino-5-[(4-chlorophenyl)methyl]-7-[5-[1,1-dimethyl-2-(1-piperidyl)ethyl]-1,3,4-oxadiazol-2-yl]-8-fluoro-1,1-dioxo-2,3-dihydro-1λ6,5-benzothiazepin-4-one